5-Chloro-N-(3-chloro-5-(trifluoromethyl)phenyl)-3-(N-(4-ethoxy-3-methoxyphenyl)-N-methylsulfamoyl)thiophene-2-carboxamide ClC1=CC(=C(S1)C(=O)NC1=CC(=CC(=C1)C(F)(F)F)Cl)S(N(C)C1=CC(=C(C=C1)OCC)OC)(=O)=O